FC=1C=C(C=NC1)[C@H](CNC(C[C@H]1CNCCC1)(C)C)O (R)-1-(5-Fluoropyridin-3-yl)-2-((2-methyl-1-((S)-piperidin-3-yl)-propan-2-yl)amino)ethan-1-ol